(R)-(1-(2-ethoxy-4,5-difluorobenzyl)pyrrolidin-3-yl)methanamine disuccinate C(CCC(=O)O)(=O)O.C(CCC(=O)O)(=O)O.C(C)OC1=C(CN2C[C@H](CC2)CN)C=C(C(=C1)F)F